ClC=1C=C(C=CC1OC1COC1)N(C(C#C)=O)C1(CCCC1)C(=O)NCC1=C(C=C(C=C1)OC)OC 1-(N-(3-chloro-4-(oxetan-3-yloxy)phenyl)propiolamido)-N-(2,4-dimethoxybenzyl)cyclopentane-1-carboxamide